3α,12β-dihydroxy-5β-cholane O[C@H]1C[C@H]2CC[C@H]3[C@@H]4CC[C@H]([C@@H](CCC)C)[C@]4([C@@H](C[C@@H]3[C@]2(CC1)C)O)C